(2S,3R)-methyl 3-methylpiperidine-2-carboxylate, Chloride Salt [Cl-].C[C@H]1[C@H](NCCC1)C(=O)OC